N-[(2S)-oxan-2-ylmethyl]azetidine-3-carboxamide hydrochloride Cl.O1[C@@H](CCCC1)CNC(=O)C1CNC1